C(C1=CC=CC=C1)O[C@@H](C)[C@H](CC)C(=O)NN N-((2S,3S)-2-(benzyloxy)-3-pentyl)formylhydrazine